N-[(3R)-1-(4-{[1-(3-aminophenyl)ethyl]amino}-2-methylpyrido[3,4-d]pyrimidin-6-yl)pyrrolidin-3-yl]acetamide NC=1C=C(C=CC1)C(C)NC=1C2=C(N=C(N1)C)C=NC(=C2)N2C[C@@H](CC2)NC(C)=O